tert-butyl (S)-1-benzyl-5-oxopyrrolidine-2-carboxylate C(C1=CC=CC=C1)N1[C@@H](CCC1=O)C(=O)OC(C)(C)C